BrC1=C(C=CC=C1)C=1C=NC2=CC=CC=C2N1 3-(2-bromophenyl)quinoxaline